C(C1=CC=CC=C1)N1N=CC(=C1)C(CN1C[C@@H]2[C@H](C1)CC(C2)OC2=CC=C(C=C2)F)=O 1-(1-benzyl-1H-pyrazol-4-yl)-2-((3aR,5s,6aS)-5-(4-fluorophenoxy)hexahydro-cyclopenta[c]pyrrol-2(1H)-yl)ethanone